5-((2S,3R,4S,5R)-3,4-dihydroxy-5-(hydroxymethyl)tetrahydrofuran-2-yl)-1-(tetrahydro-2H-pyran-4-yl)pyrimidine-2,4(1H,3H)-dione O[C@H]1[C@@H](O[C@@H]([C@H]1O)CO)C=1C(NC(N(C1)C1CCOCC1)=O)=O